3,3-dimethyl-butyltrimethoxysilane CC(CC[Si](OC)(OC)OC)(C)C